CC1=C(C=C(C=C1)F)C 3,4-dimethylfluorobenzene